C1C(CC12CCNCC2)OC2CCN(CC2)C=2C=C1CN(C(C1=CC2)=O)C2C(NC(CC2)=O)=O 3-(5-(4-((7-azaspiro[3.5]nonan-2-yl)oxy)piperidin-1-yl)-1-oxoisoindolin-2-yl)piperidine-2,6-dione